C(CC)OC1=C(C=C(CCN)C=C1OC)OC 4-propoxy-3,5-dimethoxyphenethylamine